tert-butyl 3-(4-(4,4,5,5-tetramethyl-1,3,2-dioxaborolan-2-yl)phenyl)hexahydrocyclopenta[b][1,4]oxazine-4(4aH)-carboxylate CC1(OB(OC1(C)C)C1=CC=C(C=C1)C1N(C2C(OC1)CCC2)C(=O)OC(C)(C)C)C